CO[C@@H]1C([C@H]2OC(OC[C@H]2O[C@@H]1CO)(C)C)N1N=NC(=C1)C1=CC(=C(C(=C1)F)F)F ((4aR,6R,7R,8aR)-7-methoxy-2,2-dimethyl-8-(4-(3,4,5-trifluorophenyl)-1H-1,2,3-triazol-1-yl)hexahydropyrano[3,2-d][1,3]dioxin-6-yl)methanol